CC1(OCCN(C1)C=1C=NC=2CCN(CC2C1)C1=C(C=C(N=N1)C#N)C)C 6-(3-(2,2-dimethylmorpholino)-7,8-dihydro-1,6-naphthyridin-6(5H)-yl)-5-methylpyridazine-3-carbonitrile